C(C(C)CCC[C@@H](C)[C@H]1CC[C@H]2[C@@H]3CCC4CCCC[C@]4(C)[C@H]3CC[C@]12C)OC1=CC(=CC(=C1)N)N cholestanyloxy-3,5-diaminobenzene